C1(CC1)N1N=C(C(=C1)N1C=CC=2C=NC(=CC21)NC2=CC(=NC=C2)C(C)(C)O)C2CCOCC2 2-(4-((1-(1-cyclopropyl-3-(tetrahydro-2H-pyran-4-yl)-1H-pyrazol-4-yl)-1H-pyrrolo[3,2-c]pyridin-6-yl)amino)pyridin-2-yl)propan-2-ol